COC(C1=CN=C(C=C1C1=C(C(=CC=C1OC)Cl)F)C1=NN(C=C1)C)=O 4-(3-chloro-2-fluoro-6-methoxyphenyl)-6-(1-methyl-1H-pyrazol-3-yl)nicotinic acid methyl ester